C(C)OC1=CC(=C(C=C1C(C)C)C(=C)C1=CC=C(C(=O)O)C=C1)C 4-{1-[4-ethoxy-2-methyl-5-(propan-2-yl)phenyl]ethenyl}benzoic Acid